3-[6-[2-cyano-3-[[ethyl(methyl)sulfamoyl]amino]-6-fluoro-anilino]-4-oxo-quinazolin-3-yl]-1-oxa-8-azaspiro[4.5]decane C(#N)C1=C(NC=2C=C3C(N(C=NC3=CC2)C2COC3(C2)CCNCC3)=O)C(=CC=C1NS(N(C)CC)(=O)=O)F